C1=NN=C2N1C1=CC=CC=C1C(=N2)N(C=2C=C(C=CC2)C2=CC=C(C=C2)NC(C)=O)C N-(3'-([1,2,4]Triazolo[4,3-a]quinazolin-5-yl(methyl)amino)-[1,1'-biphenyl]-4-yl)acetamide